NC1=NC=2C=C(C(=CC2C2=C1COC2)C(=O)N2CC([C@@H](C2)C2=CC=C(C=C2)Br)(C)C)F (4-amino-7-fluoro-1,3-dihydrofuro[3,4-c]quinolin-8-yl)((4S)-4-(4-bromophenyl)-3,3-dimethyl-1-pyrrolidinyl)methanone